C(C)(=O)O.C(C(C)O)O PROPYLENE GLYCOL acetate